C(OCC12COC(C1)C2)(=S)SC O-((2-oxabicyclo(2.1.1)hexan-4-yl)methyl) S-methyl carbonodithioate